2-aminoethylethanolamine NCCC(O)CN